P(=O)(O[Si](C1=CC=CC=C1)(C)C)(O[Si](C1=CC=CC=C1)(C)C)Cl bis(dimethylphenylsilyl) monochlorophosphate